pyridin-3-ylacetyl 2-(2-azidoacetylamino)-2-deoxy-3,4-di-O-acetyl-6-O-(((S)-1-isopropoxycarbonylethylamino) (phenoxy) phosphoryl)-D-mannopyranoside N(=[N+]=[N-])CC(=O)N[C@@H]1C(OC(CC=2C=NC=CC2)=O)O[C@@H]([C@H]([C@@H]1OC(C)=O)OC(C)=O)COP(=O)(OC1=CC=CC=C1)N[C@@H](C)C(=O)OC(C)C